FC1(C(NC(CC1)=O)=O)C1=CC=C(C=C1)C1CCN(CC1)C(CN1CCC(CC1)C=1N=C2N(C=C(C(=C2)OC(C)C)C(=O)NC=2C=NN3C2N=CC=C3)C1)=O 2-[1-[2-[4-[4-(3-Fluoro-2,6-dioxo-3-piperidinyl)phenyl]-1-piperidinyl]-2-oxo-ethyl]-4-piperidinyl]-7-isopropoxy-N-pyrazolo[1,5-a]pyrimidin-3-yl-imidazo[1,2-a]pyridine-6-carboxamide